C(C)(C)(C)OC(=O)N1[C@@H](C[C@@H](C1)F)C1CCNCC1.CON(C(C1=CC(=CC=C1)SC)=O)C N-methoxy-N-methyl-3-(methylthio)benzamide tert-butyl-(2S,4S)-4-fluoro-2-(piperidin-4-yl)pyrrolidine-1-carboxylate